C(C)(=O)NC1=CC(=NN1C1=C(C=C(C(=O)N)C=C1)Cl)C1=CC=C(C=C1)Cl 4-[5-Acetamido-3-(4-chlorophenyl)-1H-pyrazol-1-yl]-3-chlorobenzamide